Cl.N[C@H]1[C@@H](COCC1)O (3s,4r)-4-aminotetrahydro-2H-pyran-3-ol hydrogen chloride